FC(CN1C(=NC2=NC=C(C=C21)C2=CNC=1N=C(N=C(C12)OC)NC1CC(C1)(C)NC(C)=O)C)F N-((1s,3s)-3-((5-(1-(2,2-difluoroethyl)-2-methyl-1H-imidazo[4,5-b]pyridin-6-yl)-4-methoxy-7H-pyrrolo[2,3-d]pyrimidin-2-yl)amino)-1-methylcyclobutyl)acetamide